3-((1H-indazol-4-yl)methyl)-7-(4-methoxybenzyl)-5-methyl-3,5-dihydro-4H-pyridazino[4,5-b]indol-4-one N1N=CC2=C(C=CC=C12)CN1N=CC2=C(N(C=3C=C(C=CC23)CC2=CC=C(C=C2)OC)C)C1=O